OC(CN1C(=[N+](C=C1)CC(O)(P)P)C)(P)P 1,3-bis(2-hydroxy-2,2-diphosphinoethyl)-2-methyl-1H-imidazol-3-ium